ClC1=CC=C2C=CC(=NC2=C1)C(=O)NC[C@@H]1CC[C@H](CC1)NC(COC1=CC(=C(C=C1)Cl)F)=O trans-7-chloro-N-((4-(2-(4-chloro-3-fluorophenoxy)acetamido)cyclohexyl)methyl)quinoline-2-carboxamide